CC1(OB(OC1(C)C)C=1C=NC(=NC1)N1N=CC(=C1)C(=O)OC(C)(C)C)C tert-butyl 1-(5-(4,4,5,5-tetramethyl-1,3,2-dioxaborolan-2-yl)pyrimidin-2-yl)-1H-pyrazole-4-carboxylate